3,7-dimethyl-bicyclo[3.1.1]hept-3-en-2-ol CC=1C(C2CC(C1)C2C)O